1-(2-trimethylsilylethoxymethyl)pyrrolo[2,3-b]pyridine-5-thiol C[Si](CCOCN1C=CC=2C1=NC=C(C2)S)(C)C